C(CCCCCCC\C=C/CCCCCCCC)(=O)O.C(CCCCCCCCCCCCCCCCC)(=O)OCCCCCC(C)C isooctyl stearate oleate